O1C(=NC=C1)C=1C=C(C=NC1)C=1C=C(C=CC1OC(F)(F)F)N(C([O-])=O)C1CCC(CC1)C 3-(5-(oxazol-2-yl)pyridin-3-yl)-4-(trifluoromethoxy)phenyl(4-methylcyclohexyl)carbamate